1-bromo-4-fluoro-6,7-dihydro-5H-cyclopenta[c]pyridine-6-carboxylic acid BrC1=NC=C(C2=C1CC(C2)C(=O)O)F